tert-Butyl 3-(1-(tert-butoxycarbonyl)piperidin-4-yl)-6-(2,4-dioxotetrahydropyrimidin-1(2H)-yl)-1H-indole-1-carboxylate C(C)(C)(C)OC(=O)N1CCC(CC1)C1=CN(C2=CC(=CC=C12)N1C(NC(CC1)=O)=O)C(=O)OC(C)(C)C